[N+](=O)([O-])C1=CC=C(C=C1)N([C@@H](CC(N)=O)C(=O)[O-])C(=O)OCC1=CC=CC=C1 4-nitrophenyl-N2-[(benzyloxy)carbonyl]-L-asparaginate